3-(methylthio)thiophene-2-carbaldehyde CSC1=C(SC=C1)C=O